tert-butyl (S)-(2-isopropoxypropyl)carbamate C(C)(C)O[C@H](CNC(OC(C)(C)C)=O)C